FC1=CC=C(NC(C(C)C23CC(C2)(C3)NC(=O)C=3C=CC=C2C=C[NH+]=CC32)=O)C=C1 N-[3-[2-(4-fluoroanilino)-1-methyl-2-oxo-ethyl]-1-bicyclo[1.1.1]pentanyl]isoquinolin-2-ium-8-carboxamide